C1(CCC2=CC=CC=C12)N 2,3-dihydro-1H-indenylamine